(1r,3r)-3-((5-(3-(2,2-difluoroethyl)-2-methyl-3H-imidazo[4,5-b]pyridin-5-yl)-7H-pyrrolo[2,3-d]pyrimidin-2-yl)amino)-N,N,1-trimethylcyclobutane-1-carboxamide FC(CN1C(=NC=2C1=NC(=CC2)C2=CNC=1N=C(N=CC12)NC1CC(C1)(C(=O)N(C)C)C)C)F